[3-(4-fluorophenyl)piperazine-1-carbonyl]-6-methyl-N-(1-methylcyclopropyl)furo[2,3-d]pyrimidin-4-amine FC1=CC=C(C=C1)C1CN(CCN1)C(=O)C=1N=C(C2=C(N1)OC(=C2)C)NC2(CC2)C